C(C)OC(=O)C1=NOC(=N1)C1=C(C=C(C=C1)F)F 5-(2,4-difluoro-phenyl)-[1,2,4]oxadiazole-3-carboxylic acid ethyl ester